(S)-5-fluoro-2,3-dimethyl-4-(3-(pent-2-ynylamino)piperidin-1-yl)-1H-indole-7-carboxamide FC=1C(=C2C(=C(NC2=C(C1)C(=O)N)C)C)N1C[C@H](CCC1)NCC#CCC